6-(2,4-dimethylphenyl)-2-(pyridin-4-yl)-5,6,7,8-tetrahydrophthalazin-1(2H)-one CC1=C(C=CC(=C1)C)C1CC=2C=NN(C(C2CC1)=O)C1=CC=NC=C1